2-Fluoro-3-(5-(4-(methylsulfonyl)piperazin-1-yl)-2H-pyrazolo[3,4-c]pyridine-2-yl)-6-(trifluoromethyl)phenol FC1=C(C(=CC=C1N1N=C2C=NC(=CC2=C1)N1CCN(CC1)S(=O)(=O)C)C(F)(F)F)O